2-(4-(2-(5-(8-methoxy-[1,2,4]triazolo[1,5-a]pyridin-6-yl)-4-(2,2,2-trifluoroethyl)-1H-pyrazol-3-yl)thiazol-5-yl)piperidin-1-yl)-1-(2-oxa-6-azaspiro[3.3]heptan-6-yl)ethan-1-one COC=1C=2N(C=C(C1)C1=C(C(=NN1)C=1SC(=CN1)C1CCN(CC1)CC(=O)N1CC3(COC3)C1)CC(F)(F)F)N=CN2